O=C1NC(CCC1N1C(C2=CC=CC(=C2C1=O)N1CCN(CCC1)C(CC(CC(=O)O)(C)C)=O)=O)=O 5-(4-(2-(2,6-dioxopiperidin-3-yl)-1,3-dioxoisoindolin-4-yl)-1,4-diazepan-1-yl)-3,3-dimethyl-5-oxopentanoic acid